BrC=1N=C2N(C1Br)CCC2(F)F 2,3-dibromo-7,7-difluoro-6,7-dihydro-5H-Pyrrolo[1,2-a]imidazole